Azolidine N1CCCC1